C(#N)N=C(NCCCCCCC1CN(CC1)C(=O)C1SCCC1)NC1=C(C=NC=C1)F 2-cyano-1-(6-(1-(2-tetrahydrothienylformyl)pyrrolidine-3-yl)hexyl)-3-(3-fluoro-4-pyridinyl)guanidine